C1CCN(CC1)C(=S)SSC(=S)N2CCCCC2 DipentamethyleneThiuram Disulphide